C(CCCC)N(C(S)=S)CCCCC dipentyl-dithiocarbamic acid